ON[C@@H](CC(=O)[O-])C(=O)[O-] hydroxy-aspartate